F[C@@H]1[C@@H](C1)C(=O)NC=1SC2=C(N1)C=CC(=C2)C2=NNC=C2C (1s,2s)-2-fluoro-N-(6-(4-methyl-1H-pyrazol-3-yl)benzo[d]thiazol-2-yl)cyclopropane-1-carboxamide